N-{5-[(2-fluoro-4-methoxy-5-nitrophenyl)carbamoyl]-2-methylphenyl}-1-methyl-1H-imidazole-5-carboxamide FC1=C(C=C(C(=C1)OC)[N+](=O)[O-])NC(=O)C=1C=CC(=C(C1)NC(=O)C1=CN=CN1C)C